O[C@@H]1[C@H]([C@H](NC1)CC1=CC=C(C=C1)OC)N(C(O)=O)CC1=CC=C(C=C1)CN1N=CC=C1.OC(COCCCN1C=NC=C1)C[Si](OCC)(OCC)OCC 1-(2-hydroxy-3-triethoxysilylpropoxypropyl)imidazole (2R,3S,4S)-4-hydroxy-2-[(4-methoxyphenyl)methyl]pyrrolidin-3-yl-N-{[4-(pyrazol-1-ylmethyl)phenyl]methyl}carbamate